CC1(OB(OC1(C)C)C1=CC=2OCC(NC2N=C1)=O)C 7-(4,4,5,5-tetramethyl-1,3,2-dioxaborolan-2-yl)-4H-pyrido[3,2-b][1,4]oxazin-3-one